2-(1-methyl-1H-pyrazol-5-yl)-3-oxo-2,3-dihydro-1H-isoindole-5-carbonitrile CN1N=CC=C1N1CC2=CC=C(C=C2C1=O)C#N